diacrylaminoimidazoline C(=O)(C=C)N(C(=O)C=C)N1C=NCC1